FCC1(CC1)CN1C=NC=2C1=NC(=CC2)C(=O)O 3-((1-(fluoromethyl)cyclopropyl)methyl)-3H-imidazo[4,5-b]pyridine-5-Carboxylic acid